C(C(=C)C)(=O)O.C(C)(C)(C)[SiH](C)C tert-butyl-dimethyl-silane methacrylate